S(=O)(=O)=[N-].[Li+] lithium sulfonyl-amide salt